NC1=C(C(=NN1C(C)C)C1=CC=C(C=C1)C(C(=O)NC1=CC(=NO1)C12CC(C1)(C2)C)C)C#N 2-[4-(5-Amino-4-cyano-1-isopropyl-pyrazol-3-yl)phenyl]-N-[3-(3-methyl-1-bicyclo[1.1.1]pentanyl)isoxazol-5-yl]propanamide